CN1C=C(C=2C(N(C=C(C21)C)C)=O)C(=O)N2CCC(CC2)OC2=NC=CC=C2 1,5,7-trimethyl-3-((4-(pyridin-2-yloxy)piperidin-1-yl)carbonyl)-1,5-dihydro-4H-pyrrolo[3,2-c]pyridin-4-one